ClC=1C(=C2C=NNC2=C(C1F)C1C(CCC1)O)C=1C=CC=2N(C1)C=C(N2)NC(=O)C2C(C2)F N-(6-(5-chloro-6-fluoro-7-(2-hydroxycyclopentyl)-1H-indazol-4-yl)imidazo[1,2-a]pyridin-2-yl)-2-fluorocyclopropane-1-carboxamide